[Te].[Ge] germanium-tellurium